O=C1NC(CCC1NC1=CC=C(C=C1)C1CCN(CC1)CC=1C=C(C=CC1)CCCCNC(OC(C)(C)C)=O)=O tert-butyl N-[4-[3-[[4-[4-[(2,6-dioxo-3-piperidyl)amino]phenyl]-1-piperidyl]methyl]phenyl]butyl]carbamate